NC1=CC2=C(OC(O2)(F)F)C=C1 5-amino-2,2-difluoro-1,3-benzo[1,3]dioxolane